(6R)-6-{[7-fluoro-2-(4-fluorophenyl)[1,2,4]triazolo[1,5-c]quinazolin-5-yl]amino}-1,4-diazepan-5-one FC1=CC=CC=2C=3N(C(=NC12)N[C@H]1C(NCCNC1)=O)N=C(N3)C3=CC=C(C=C3)F